COC1=CC=C2[C@](C(N(C2=C1)C)=O)(C(=O)OC)C methyl (R)-6-methoxy-1,3-dimethyl-2-oxoindoline-3-carboxylate